2,2-difluoro-2-(pyridin-3-yl)acetic acid FC(C(=O)O)(C=1C=NC=CC1)F